2-((4-bromophenyl)sulfonyl)ethan-1-ol BrC1=CC=C(C=C1)S(=O)(=O)CCO